dimethylglyoxal dioxime CC(C(=NO)C)=NO